di(hex-5-enyl)amine C(CCCC=C)NCCCCC=C